[4-chloro-8-[(dimethylamino)methyl]-5-(2,2,2-trifluoroethyl)pyrimido[5,4-b]indol-2-yl]methanamine ClC1=NC(=NC2=C1N(C=1C=CC(=CC21)CN(C)C)CC(F)(F)F)CN